C1(=CC=CC2=CC=CC=C12)C=1C(=C(C=CC1NC1=CC=CC=C1)C1=CC=C(C=C1)NC1=CC=CC=C1)C1=CC=CC2=CC=CC=C12 bis(1-naphthalenyl)-N,N'-diphenyl-(1,1'-biphenyl)-4,4'-diamine